OC1=CC=C(C=C1)C(C=CC1=CC=C(C=C1)OC(F)(F)F)=O 1-(4-hydroxyphenyl)-3-(4-trifluoromethoxyphenyl)-2-propen-1-one